4-bromo-3-chloro-2-fluoro-benzaldehyde BrC1=C(C(=C(C=O)C=C1)F)Cl